tert-butyl N-[(3R,4R)-1-[3-amino-5-(3-fluoro-5-methoxy-phenyl)-2-(methylamino)-4-pyridyl]-3-methoxy-4-piperidyl]carbamate NC=1C(=NC=C(C1N1C[C@H]([C@@H](CC1)NC(OC(C)(C)C)=O)OC)C1=CC(=CC(=C1)OC)F)NC